5-chloro-1,2-difluoro-3-nitrobenzene ClC=1C=C(C(=C(C1)F)F)[N+](=O)[O-]